C(C1=CC=CC=C1)OC1=CC(=C(C(=O)N2[C@H](CCCC2)C(=O)OC)C=C1OC)[N+](=O)[O-] (R)-Methyl 1-(4-(benzyloxy)-5-methoxy-2-nitrobenzoyl)piperidine-2-carboxylate